7-bromo-3,3-dimethyl-5-(6-oxo-1,6-dihydropyridazin-3-yl)indolin-2-one BrC=1C=C(C=C2C(C(NC12)=O)(C)C)C1=NNC(C=C1)=O